OC(C(CO)(O)CO)NCC(CS(=O)(=O)O)O 3-{[1,3-dihydroxy-2-(hydroxymethyl)-2-hydroxypropyl]amino}-2-hydroxypropanesulfonic acid